C[Si](C=1C(=CC2=CC=CC=C2C1)C1=NC=CC=C1)(C)C 2-(3-(trimethylsilyl)naphthalene-2-yl)pyridine